methyl 7-(benzo[d]isothiazole-3-carboxamido)-3-oxo-1-(o-tolyl)isoindoline-5-carboxylate S1N=C(C2=C1C=CC=C2)C(=O)NC=2C=C(C=C1C(NC(C21)C2=C(C=CC=C2)C)=O)C(=O)OC